7-bromo-5-methoxy-1,3-dimethylquinolin BrC1=CC(=C2C=C(CN(C2=C1)C)C)OC